1-(5-carbamoyl-2,4-difluorophenyl)-1H-imidazole-5-carboxylic acid methyl ester COC(=O)C1=CN=CN1C1=C(C=C(C(=C1)C(N)=O)F)F